dimethyl (4-cyanophenyl)phosphonate C(#N)C1=CC=C(C=C1)P(OC)(OC)=O